[Zr].[Ti] titanium-zirconium salt